5-azaspiro[2.4]heptane-6-carboxamide hydrochloride Cl.C1CC12CNC(C2)C(=O)N